C(C)C(C(=O)O)CCCCCCN1N=CC(=C1)C1=NC2=CC(=CC=C2N=C1)N(C1=CC=CC=C1)CCNC(C)C Ethyl-8-(4-(7-((2-(isopropylamino)ethyl)(phenyl)amino)quinoxalin-2-yl)-1H-pyrazol-1-yl)octanoic acid